9-hydroxy-12-[4-(thiomorpholin-4-yl)phenyl]-4-thia-2,12-diazatricyclo[7.3.0.03,7]dodeca-1,3(7),5-trien-8-one OC12C(C=3C=CSC3N=C2N(CC1)C1=CC=C(C=C1)N1CCSCC1)=O